FC=1C(=C(C=CC1)CCCC(=O)O)C(F)(F)F 4-(3-fluoro-2-(trifluoromethyl)phenyl)butanoic acid